cyclopropylpiperidin-4-one C1(CC1)N1CCC(CC1)=O